ClC=1C(=CC(=C(C1)S(=O)(=O)N(C=1SC=CN1)CC1=C(C=C(C=C1)OC)OC)F)N[C@@H](C)C1=CC(=CC(=C1)Cl)Cl (S)-5-chloro-4-((1-(3,5-dichlorophenyl)ethyl)amino)-N-(2,4-dimethoxybenzyl)-2-fluoro-N-(thiazol-2-yl)benzenesulfonamide